C(#N)C1CC(NC(C1)(C)C)(C)C 4-cyano-2,2,6,6-tetramethylpiperidin